C(C1=CC=CC=C1)OC=1C(=NC=NC1C)C(=O)N1CCN(CC1)C1=C(N(C=2N(C1=O)N=C(N2)Br)CC(=O)NC2=C(C=C(C=C2)C(F)(F)F)Cl)CC (6-(4-(5-(benzyloxy)-6-methylpyrimidine-4-carbonyl)piperazin-1-yl)-2-bromo-5-ethyl-7-oxo-[1,2,4]triazolo[1,5-a]pyrimidin-4(7H)-yl)-N-(2-chloro-4-(trifluoromethyl)phenyl)acetamide